FC1=CC=C(C=C1)C(C=1N=NN(C1)[C@H](C(=O)N1[C@H](C[C@@H](C1)O)C(=O)NC)C(C)(C)C)O (2R,4S)-1-[(2S)-2-[4-[(4-fluorophenyl)-hydroxy-methyl]triazol-1-yl]-3,3-dimethyl-butanoyl]-4-hydroxy-N-methyl-pyrrolidine-2-carboxamide